OC1CN(C1)C(=O)O[C@@H]1CC[C@H](CC1)C(N(C[C@@H]1CC[C@H](CC1)C1=NC(=C(C=C1)OC)C)C1=CC(=CC=C1)C=1C=NN(C1)C1CC1)=O trans-4-((3-(1-Cyclopropyl-1H-pyrazol-4-yl)phenyl) ((trans-4-(5-methoxy-6-methylpyridin-2-yl)cyclohexyl)methyl)-carbamoyl)cyclohexyl 3-hydroxyazetidine-1-carboxylate